P(OCCCl)(OCCCl)OCCCl tri(2-chloroethyl) phosphite